S-camphor C[C@]12CC[C@@H](C1(C)C)CC2=O